COC1=CC=C(C=C1)C1=NC2=C(N1)C=CC(=C2)C=2C(CC(NN2)=O)C 4,5-dihydro-6-[2-(4-methoxyphenyl)-1H-benzimidazol-5-yl]-5-methyl-3(2H)-pyridazone